((1R,4R)-4-(2-hydroxyethyl)cyclohexyl)-2-methylpropan-2-carboxamide OCCC1CCC(CC1)CC(C)(C(=O)N)C